NN1CCN(CC1)C1=C(C=CC=2OCCOC21)O 5-(4-aminopiperazin-1-yl)-6-hydroxy-2,3-dihydro-1,4-benzodioxine